3,5,5-trimethyl-3-isocyanatomethylcyclohexyl isocyanate CC1(CC(CC(C1)(C)C)N=C=O)CN=C=O